C12CN(CC(CC1)C2)CC2=CC1=C(C(N(C=C1C(F)(F)F)C1=CC(=CC=C1)C1(CC(C1)OC)C1=NN=CN1C)=O)N2 2-((3-azabicyclo[3.2.1]octan-3-yl)methyl)-6-(3-((1s,3s)-3-methoxy-1-(4-methyl-4H-1,2,4-triazol-3-yl)cyclobutyl)phenyl)-4-(trifluoromethyl)-1,6-dihydro-7H-pyrrolo[2,3-c]pyridin-7-one